3-chloro-N-(4-{1-[(6-chloropyridin-3-yl)carbamoyl]cyclobutyl}phenyl)benzamide ClC=1C=C(C(=O)NC2=CC=C(C=C2)C2(CCC2)C(NC=2C=NC(=CC2)Cl)=O)C=CC1